(S) or (R)-3-fluoro-4-(2-hydroxypropan-2-yl)-N'-((3-methyl-2-(trifluoromethyl)-6,7-dihydro-5H-cyclopenta[b]pyridin-4-yl)carbamoyl)thiophene-2-sulfonimidamide FC1=C(SC=C1C(C)(C)O)[S@](=O)(N)=NC(NC1=C2C(=NC(=C1C)C(F)(F)F)CCC2)=O |o1:10|